CCOC(=O)C1=NN=C(O1)C2=CC=C(C=C2)C ethyl 5-(p-tolyl)-1,3,4-oxadiazole-2-carboxylate